6-(((2-methoxyethyl)amino)methyl)-8-methyl-4H-chromen-4-one COCCNCC=1C=C2C(C=COC2=C(C1)C)=O